thiazolo[2,3-b]quinazoline C1C2=CC=CC=C2N=C3N1C=CS3